CC(C(=O)N1CC2=C(CC1)N(N=C2C(F)(F)F)C=2C=C(C(=O)NC=1C=CC=3N(C1)N=C(N3)C)C=CC2)(C)C 3-[5-(2,2-dimethylpropanoyl)-3-(trifluoromethyl)-6,7-dihydro-4H-pyrazolo[4,3-c]pyridin-1-yl]-N-(2-methyl-[1,2,4]triazolo[1,5-a]pyridin-6-yl)benzamide